racemic-cis-N-((1rs,3rs)-3-aminocyclopentyl)-4-oxo-5-(6-phenoxypyridin-3-yl)-4,5-dihydro-3H-1-thia-3,5,8-triazaacenaphthylene-2-carboxamide N[C@H]1C[C@@H](CC1)NC(=O)C=1SC=2N=CC=C3N(C(NC1C23)=O)C=2C=NC(=CC2)OC2=CC=CC=C2 |r|